C(C(=C)C)(=O)OCCC[Si](O[Si](C)(C)C)(C)C 3-Methacryloxy-propylpentamethyldisiloxan